(S)-N-(1-(4-methoxyphenyl)ethyl)-2-(4-oxo-6-(trifluoromethyl)benzo[d][1,2,3]triazin-3(4H)-yl)acetamide COC1=CC=C(C=C1)[C@H](C)NC(CN1N=NC2=C(C1=O)C=C(C=C2)C(F)(F)F)=O